CC1=CC(OC2=CC(=CC=C12)C=1[N-]CCC1)=O 4-methyl-7-pyrrolinidylcoumarin